2'-chloro-6-cyclopropyl-N-(5-(6-(difluoromethyl)picolinoyl)-5,6-dihydro-4H-pyrrolo[3,4-d]thiazol-2-yl)-5'-methoxy-[4,4'-bipyridine]-3-carboxamide ClC1=NC=C(C(=C1)C1=C(C=NC(=C1)C1CC1)C(=O)NC=1SC2=C(N1)CN(C2)C(C2=NC(=CC=C2)C(F)F)=O)OC